6-fluoro-2-(5-fluoropyridin-2-yl)-6-(methoxymethyl)-4,5,6,7-tetrahydropyrazolo[1,5-a]pyridine FC1(CCC=2N(C1)N=C(C2)C2=NC=C(C=C2)F)COC